S(CC(O)([2H])[2H])CC(O)([2H])[2H] 2,2'-thiobis(ethane-1,1-d2-1-ol)